N-Decyl-pyrrolidon C(CCCCCCCCC)N1C(CCC1)=O